(S)-N-(6-(2-chloro-5-fluorophenyl)-3-(2,2-difluoroethyl)-2-methyl-8-oxo-2,6,7,8-tetrahydropyrrolo[3,4-g]indazol-5-yl)-3-fluoro-5-(trifluoromethyl)benzamide ClC1=C(C=C(C=C1)F)[C@H]1NC(C2=C1C(=CC1=C(N(N=C21)C)CC(F)F)NC(C2=CC(=CC(=C2)C(F)(F)F)F)=O)=O